N-(2-((5-chloro-2-((5-ethyl-2-methoxy-4-(4-(piperazin-1-yl)piperidin-1-yl)phenyl)Amino)pyrimidin-4-yl)amino)-5-(methoxy-d3)phenyl)-N-methylmethanesulfonamide ClC=1C(=NC(=NC1)NC1=C(C=C(C(=C1)CC)N1CCC(CC1)N1CCNCC1)OC)NC1=C(C=C(C=C1)OC([2H])([2H])[2H])N(S(=O)(=O)C)C